2-(4-Amino-3-hydroxyphenyl)indole-6-carboxylic acid NC1=C(C=C(C=C1)C=1NC2=CC(=CC=C2C1)C(=O)O)O